(4-(2-chlorophenyl)thiazol-2-yl)-5-(4-(3-(dimethylamino)propionyl)piperazin-1-yl)picolinamide ClC1=C(C=CC=C1)C=1N=C(SC1)C=1C(=NC=C(C1)N1CCN(CC1)C(CCN(C)C)=O)C(=O)N